dimethoxydimethylindanone COC1(C(C(C2=CC=CC=C12)=O)(C)C)OC